F[C@@H]1CN(CC1)C(CC)C1=CC(=C2CN(C(C2=C1)=O)C1=CC(=CC=C1)C1(COC1)CC1=NN=CN1C)C(F)(F)F 6-(1-((S)-3-fluoro-pyrrolidin-1-yl)propyl)-2-(3-(3-((4-methyl-4H-1,2,4-triazol-3-yl)methyl)oxetan-3-yl)phenyl)-4-(trifluoromethyl)isoindolin-1-one